1,2,3-benzooxathiazine 2,2-Dioxide O1S(N=CC2=C1C=CC=C2)(=O)=O